(2'S,7R)-2-(methoxymethyl)-2'-methyl-1'-[[1-(2-methylsulfonylethyl)pyrazol-4-yl]methyl]spiro[4,5-dihydrothieno[2,3-c]pyran-7,4'-piperidine] COCC1=CC2=C(S1)[C@@]1(C[C@@H](N(CC1)CC=1C=NN(C1)CCS(=O)(=O)C)C)OCC2